FC1([C@H](CN(CC1)[C@H](C(=O)NC=1SC2=C(N1)C=C1C(=C2)OC(O1)(F)F)C)C=1C2=C(C(NC1)=O)COC2)F (S)-2-((S)-4,4-difluoro-3-(4-oxo-1,3,4,5-tetrahydrofuro[3,4-c]pyridin-7-yl)piperidin-1-yl)-N-(2,2-difluoro-[1,3]dioxolo[4',5':4,5]benzo[1,2-d]thiazol-6-yl)propanamide